30cis-3-(4-Bromophenyl)cyclobutanol BrC1=CC=C(C=C1)C1CC(C1)O